3-(6-(1H-pyrazol-1-yl)pyrid-2-yl)-5-methyl-6-(4-nitrophenyl)thieno[2,3-d]pyrimidine-2,4(1H,3H)-dione N1(N=CC=C1)C1=CC=CC(=N1)N1C(NC2=C(C1=O)C(=C(S2)C2=CC=C(C=C2)[N+](=O)[O-])C)=O